((4-Bromo-6,7-difluoro-1H-indol-5-yl)methyl)pyridine-2-carbothioamide BrC1=C2C=CNC2=C(C(=C1CC=1C(=NC=CC1)C(N)=S)F)F